FC1=CC=C(C=C1)NC(=O)C1(CC1)C(=O)NC1=CC=C(OC2=NC=NC3=CC(=C(C=C23)C(=O)NC[C@@H]2N(CCC2)C(=O)OC(C)(C)C)OC)C=C1 tert-butyl (2R)-2-[[[4-[4-[[1-[(4-fluoro-phenyl)carbamoyl]cyclopropane-carbonyl]amino]phenoxy]-7-methoxyquinazoline-6-carbonyl]amino]methyl]pyrrolidine-1-carboxylate